C(C)(=O)OCC1OC(C(C(C1OC(C)=O)OC(C)=O)OC(C)=O)OCCBr 2-(Acetyloxymethyl)-6-(2-bromoethyloxy)tetrahydro-3,4,5-triacetoxy-pyran